C1(CC1)S(=O)(=O)NC(=O)C1NCCC1 N-cyclopropylsulfonyl-pyrrolidine-2-carboxamide